1-(2-fluoro-4-(4-(5-(trifluoromethyl)pyrimidin-2-yl)piperazin-1-carbonyl)-1-pyrrole-yl)propane FC=1N(C=C(C1)C(=O)N1CCN(CC1)C1=NC=C(C=N1)C(F)(F)F)CCC